COC=1C=C(C=CC1)C1(CCC1)NC(=O)C=1C=2C[C@@H]3[C@H](C2N(N1)C1=C(C=C(C=C1)F)F)C3 (1aR,5aR)-2-(2,4-Difluoro-phenyl)-1a,2,5,5a-tetrahydro-1H-2,3-diaza-cyclopropa[a]pentalene-4-carboxylic acid [1-(3-methoxy-phenyl)-cyclobutyl]-amide